N-tetradecyl-3-tert-butylcarbonyloxy-pyridin-4-one C(CCCCCCCCCCCCC)N1C=C(C(C=C1)=O)OC(=O)C(C)(C)C